Methyl-5-(5-methyl-1,4,5,6-tetrahydropyridin-2-yl)spiro[indol-3,4'-piperidin]-2-one CN1CCC2(CC1)C(NC1=CC=C(C=C12)C=1NCC(CC1)C)=O